CC(C)(C)C=1C=C(C=C(C1)C(C)(C)C)O 3,5-di(1,1-dimethylethyl)phenol